C1(CCCCC1)[C@@H]1O[C@@H](C2=CC(=CC=C2[C@H]1C1=CC=C(C=C1)N1CCC(CC1)C=O)O)C 1-(4-((1R,3S,4R)-3-cyclohexyl-7-hydroxy-1-methylisochroman-4-yl)phenyl)piperidine-4-carbaldehyde